[1-[tert-butyl(dimethyl)silyl]-2-oxo-azetidin-3-yl]methyl 4-methylbenzenesulfonate CC1=CC=C(C=C1)S(=O)(=O)OCC1C(N(C1)[Si](C)(C)C(C)(C)C)=O